[8-(1-heptyloctoxy)-7,7-dimethyl-8-oxo-octyl] (2S,4S)-1-(5,5-dimethyl-6-oxo-6-undecoxy-hexyl)-4-prop-2-enoyloxy-pyrrolidine-2-carboxylate CC(CCCCN1[C@@H](C[C@@H](C1)OC(C=C)=O)C(=O)OCCCCCCC(C(=O)OC(CCCCCCC)CCCCCCC)(C)C)(C(OCCCCCCCCCCC)=O)C